cis-Ethyl 4-(8-((2,6-Difluorophenyl)amino)-2-((tetrahydro-2H-pyran-4-yl)amino)-9H-purin-9-yl)-1-methylcyclohexanecarboxylate FC1=C(C(=CC=C1)F)NC=1N(C2=NC(=NC=C2N1)NC1CCOCC1)C1CCC(CC1)(C(=O)OCC)C